(Z)-8-bromo-N'-hydroxy-3-[(trifluoromethyl)sulfanyl]indolizine-2-carboximidamide BrC1=CC=CN2C(=C(C=C12)/C(/N)=N/O)SC(F)(F)F